C(C1CO1)OCCCCCCCC[Si](OC)(OC)OC [8-(glycidoxy)-n-octyl]Trimethoxysilane